N-(1''-(3-((3-methylpyrrolidin-1-yl)sulfonyl)benzoyl)dispiro[cyclopropane-1,1'-cyclohexane-4',3''-indolin]-5''-yl)methanesulfonamide CC1CN(CC1)S(=O)(=O)C=1C=C(C(=O)N2CC3(C4=CC(=CC=C24)NS(=O)(=O)C)CCC2(CC3)CC2)C=CC1